diyttrium disilicate [Si]([O-])([O-])([O-])[O-].[Si]([O-])([O-])(O)O.[Y+3].[Y+3]